4-((1R,2S,5R)-6-(((3-(hexyloxy)-2,2-dimethyl-3-oxopropoxy)sulfonyl)oxy)-7-oxo-1,6-diazabicyclo[3.2.1]octane-2-carboxamido)piperidin-1-ium 2,2,2-trifluoroacetate FC(C(=O)[O-])(F)F.C(CCCCC)OC(C(COS(=O)(=O)ON1[C@@H]2CC[C@H](N(C1=O)C2)C(=O)NC2CC[NH2+]CC2)(C)C)=O